neodymium tris-[bis-(2-ethylhexyl) phosphinate] neodymium [Nd+3].C(C)C(CP([O-])(=O)CC(CCCC)CC)CCCC.C(C)C(CP([O-])(=O)CC(CCCC)CC)CCCC.C(C)C(CP([O-])(=O)CC(CCCC)CC)CCCC.[Nd+3]